[Cl-].[Cl-].C1(=CC(=CC=C1)[Si](=[Zr+2](C1=C(C=CC=2C3=CC=C(C=C3CC12)C(C)(C)C)C(C)(C)C)C1C=CC=C1)C=1C=C(C=CC1)C)C di(m-tolyl)silylene(cyclopentadienyl)(2,7-di-t-butylfluorenyl)zirconium dichloride